(R)-2-amino-N-benzyl-N-(((S)-3-(3-fluoro-4-morpholinophenyl)-2-oxooxazolidin-5-yl)methyl)-5-guanidinopentanamide N[C@@H](C(=O)N(C[C@H]1CN(C(O1)=O)C1=CC(=C(C=C1)N1CCOCC1)F)CC1=CC=CC=C1)CCCNC(=N)N